N-(6-methoxy-2-methyl-2H-indazol-5-yl)-4-(4,7-diazaspiro[2.5]octan-7-yl)-2,3-dihydro-1H-pyrrolo[2,3-b]pyridine-1-carboxamide COC=1C(=CC2=CN(N=C2C1)C)NC(=O)N1CCC=2C1=NC=CC2N2CCNC1(CC1)C2